2-(3-bromo-2-methylphenyl)acetonitrile BrC=1C(=C(C=CC1)CC#N)C